C(C=C)(=O)NC=1C=CC(=C(C(=O)O)C1)C(N(CC1CCOCC1)CC1=CC=CC=C1)=O 5-acrylamido-2-(benzyl((tetrahydro-2H-pyran-4-yl)methyl)carbamoyl)benzoic acid